3-[3,5-difluoro-4-[4-[[1-(2-hydroxyacetyl)-4-piperidyl]methyl]piperazin-1-yl]anilino]piperidine-2,6-dione FC=1C=C(NC2C(NC(CC2)=O)=O)C=C(C1N1CCN(CC1)CC1CCN(CC1)C(CO)=O)F